N-[5-[3-(cyclopentyloxy)-2-oxo-1-pyrrolidinyl]-2,4-dimethylphenyl]-1,1,1-trifluoro-N-[(trifluoromethyl)sulfonyl]methanesulfonamide C1(CCCC1)OC1C(N(CC1)C=1C(=CC(=C(C1)N(S(=O)(=O)C(F)(F)F)S(=O)(=O)C(F)(F)F)C)C)=O